C(C=C)(=O)OC(CSC=1SC(=NN1)SC(C)C)CC 2-acryloxy-n-butylthio-5-isopropylthio-1,3,4-thiadiazole